FC1(CC(C1)(C)COC1=CC=CC(=N1)N1CCN(CC1)CC1=NC2=C(N1C[C@H]1OCC1)C=C(C=C2)C(=O)O)F (S)-2-((4-(6-((3,3-difluoro-1-methylcyclobutyl)methoxy)pyridin-2-yl)piperazin-1-yl)methyl)-1-(oxetan-2-ylmethyl)-1H-benzo[d]imidazole-6-carboxylic acid